(R)-tert-butyl 3-(4-(1-(3-((tert-butoxycarbonyl) amino) propyl)-1H-pyrazol-4-yl)-3-chlorophenoxy)-2-hydroxypropionate C(C)(C)(C)OC(=O)NCCCN1N=CC(=C1)C1=C(C=C(OC[C@H](C(=O)OC(C)(C)C)O)C=C1)Cl